(3R,4R)-4-{[5-(2,4-Difluoro-phenyl)-isoxazole-3-carbonyl]-amino}-1-((1R,2S)-2-hydroxy-cyclohexyl)-piperidine-3-carboxylic acid (1-pyrimidin-2-yl-cyclopropyl)-amide N1=C(N=CC=C1)C1(CC1)NC(=O)[C@@H]1CN(CC[C@H]1NC(=O)C1=NOC(=C1)C1=C(C=C(C=C1)F)F)[C@H]1[C@H](CCCC1)O